TETRAIODOETHYLENE IC(=C(I)I)I